2,3,3-trimethyloct-7-en-4-one oxime CC(C)C(C(CCC=C)=NO)(C)C